(2S,4R)-1-[(2S)-2-(4-cyclopropyltriazol-1-yl)-3,3-dimethyl-butanoyl]-4-hydroxy-N-(2-indolizin-2-ylethyl)pyrrolidine-2-carboxamide C1(CC1)C=1N=NN(C1)[C@H](C(=O)N1[C@@H](C[C@H](C1)O)C(=O)NCCC=1C=C2C=CC=CN2C1)C(C)(C)C